C(C)C1=C(N=C2C(=N1)C(=NC=C2C2=CC(=C(C=C2)N2CCC(CC2)N2CCN(CC2)CC)OC)N)NC2CCOCC2 3-ethyl-8-(4-(4-(4-ethylpiperazin-1-yl)piperidin-1-yl)-3-methoxyphenyl)-N2-(tetrahydro-2H-pyran-4-yl)pyridino[3,4-b]pyrazine-2,5-diamine